6-fluoro-N-(5-fluoro-2-(2-methylpiperidin-3-yl)thieno[2,3-b]pyridin-4-yl)benzo[d]thiazol-5-amine FC1=CC2=C(N=CS2)C=C1NC1=C2C(=NC=C1F)SC(=C2)C2C(NCCC2)C